N-(6-methyl-3-propyl-1,2,3,4-tetrahydronaphthalen-1-yl)-2-oxo-6-(trifluoromethyl)-1,2-dihydropyridine-3-carboxamide CC=1C=C2CC(CC(C2=CC1)NC(=O)C=1C(NC(=CC1)C(F)(F)F)=O)CCC